[Pt](Cl)Cl.C(C1=CC=CC=C1)#N.C(C1=CC=CC=C1)#N bis(benzonitrile) platinum chloride